FC(S(=O)(=O)OC=1C(OC(C1)=O)CC)(F)F 2-Ethyl-5-oxo-2,5-dihydrofuran-3-yl trifluoromethanesulfonate